(1r,3s,5r)-5-(methyl-d3)-N-(3-methyl-6-(trifluoromethyl)pyridin-2-yl)-2-azabicyclo[3.1.0]hexane-6,6-d2-3-carboxamide C([C@]12C[C@H](N[C@@H]2C1([2H])[2H])C(=O)NC1=NC(=CC=C1C)C(F)(F)F)([2H])([2H])[2H]